BrCCOCCN1C2=C(N=C3C(NC(N=C13)=O)=O)C=C(C(=C2)C)C 10-[2-(2-Bromo-ethoxy)-ethyl]-7,8-dimethyl-10H-benzo[g]pteridine-2,4-dione